tert-butyl 8-(chlorosulfonyl)-2H-benzo[b][1,4]oxazin-4(3H)-carboxylate ClS(=O)(=O)C1=CC=CC2=C1OCCN2C(=O)OC(C)(C)C